diphenyl-(cyclopentadienyl)(2,7-bis(2-methylphenyl)-9-fluorenyl)silicon C1(=CC=CC=C1)[Si](C1C2=CC(=CC=C2C=2C=CC(=CC12)C1=C(C=CC=C1)C)C1=C(C=CC=C1)C)(C1C=CC=C1)C1=CC=CC=C1